O1[C@H](COC2=C1C=CC=C2)CN2C[C@H](CCC2)C=2C=C(OCCO)C=CC2 |o1:13| 2-(3-{(R*)-1-[(S)-1-(2,3-dihydrobenzo[1,4]dioxin-2-yl)methyl]piperidin-3-yl}phenoxy)ethanol